1-(5-bromo-2-hydroxyphenyl)-2-methylpropan-1-one BrC=1C=CC(=C(C1)C(C(C)C)=O)O